BrC1=CC(=NC=C1)C([2H])([2H])[2H] 4-bromo-2-(methyl-d3)-pyridine